benzyl 3-formylpyrrolidine-1-carboxylate C(=O)C1CN(CC1)C(=O)OCC1=CC=CC=C1